Methyl-2-[2-({[3-bromo-1-(3-chloropyridin-2-yl)-1H-pyrazol-5-yl]carbonyl}amino)-5-cyano-3-methylbenzoyl]-2-methylhydrazincarboxylat COC(=O)NN(C)C(C1=C(C(=CC(=C1)C#N)C)NC(=O)C1=CC(=NN1C1=NC=CC=C1Cl)Br)=O